C1(CC1)C=1N=COC1C(=O)N1[C@H](C2=C(CC1)NC=N2)C2=NN1C(C=CC=C1C)=C2 (R)-(4-cyclopropyloxazol-5-yl)(4-(7-methylpyrazolo[1,5-a]pyridin-2-yl)-1,4,6,7-tetrahydro-5H-imidazo[4,5-c]pyridin-5-yl)methanone